6-[[(3S,4R,5R,6R)-4,5-dihydroxy-6-(hydroxymethyl)tetrahydropyran-3-yl]amino]-4-(trifluoromethyl)pyridine-2-carboxylic acid O[C@@H]1[C@H](CO[C@@H]([C@@H]1O)CO)NC1=CC(=CC(=N1)C(=O)O)C(F)(F)F